tri(n-heptyl)cyclohexane-1,3,5-tripropionate C(CCCCCC)OC(CCC1CC(CC(C1)CCC(=O)OCCCCCCC)CCC(=O)OCCCCCCC)=O